(R)-6-((4,6-dimethyl-2-oxo-1,2-dihydropyridin-3-yl)methyl)-2-(trans-4-(dimethylamino)cyclohexyl)-2,4-dimethyl-7,8-dihydro-[1,3]dioxolo[4,5-g]isoquinolin-5(6H)-one CC1=C(C(NC(=C1)C)=O)CN1C(C=2C(=C3C(=CC2CC1)O[C@@](O3)(C)[C@@H]3CC[C@H](CC3)N(C)C)C)=O